NC1=NNC2=CC=C(C=C12)C=1C=NC(=NC1)NC(C)(C)C [5-(3-amino(1H-indazol-5-yl))pyrimidin-2-yl](tert-butyl)amine